8-undecenal C(CCCCCCC=CCC)=O